N,N'-(Naphthalene-1,4-diyl)bis(quinoline-8-sulfonamide) C1(=CC=C(C2=CC=CC=C12)NS(=O)(=O)C=1C=CC=C2C=CC=NC12)NS(=O)(=O)C=1C=CC=C2C=CC=NC12